C1(=CC=CC=C1)COC(=O)N(C(C(=O)O)CCC(C)C)C 2-(((phenylmethyloxy)carbonyl)(methyl)amino)-5-methylhexanoic acid